N[C@H](C)C1=CC=C2C(=N1)N(C(=C2)C2=NC1=C(N2C2CC2)C(=CC(=C1)C(=O)OC)OC)C[C@@H]1[C@@H](C1)C=C methyl 2-(6-((R)-1-aminoethyl)-1-(((1S,2S)-2-vinylcyclopropyl)methyl)-1H-pyrrolo[2,3-b]pyridin-2-yl)-1-cyclopropyl-7-methoxy-1H-benzo[d]imidazole-5-carboxylate